1,4-bis(acryloyloxy)butane C(C=C)(=O)OCCCCOC(C=C)=O